N-(3-(6-fluoro-1H-imidazo[4,5-c]pyridin-2-yl)phenyl)-5-(pyridin-2-yl)pyrazin-2-amine FC1=CC2=C(C=N1)N=C(N2)C=2C=C(C=CC2)NC2=NC=C(N=C2)C2=NC=CC=C2